2-{[1-(4,4-dimethyl-2,6-dioxocyclohexylidene)ethyl]amino}hexanoic acid CC1(CC(C(C(C1)=O)=C(C)NC(C(=O)O)CCCC)=O)C